ClC1=CC(=C(COC2=NC=CC(=N2)N2C[C@H](N(CC2)CC2=NC3=C(N2C[C@H]2OCC2)C=C(C=C3)C(=O)[O-])C)C=C1)F.[NH4+] ammonium 2-{[(2R)-4-{2-[(4-chloro-2-fluorobenzyl)oxy]pyrimidin-4-yl}-2-methylpiperazin-1-yl]methyl}-1-[(2S)-oxetan-2-ylmethyl]-1H-benzimidazole-6-carboxylate